5-(3-(6-((3-(6-((2,6-Dioxopiperidin-3-yl)carbamoyl)pyridin-2-yl)prop-2-yn-1-yl)carbamoyl)pyridin-3-yl)isoquinolin-8-yl)-7-isopropyl-N-methyl-1H-pyrrolo[2,3-c]pyridine-3-carboxamide O=C1NC(CCC1NC(=O)C1=CC=CC(=N1)C#CCNC(=O)C1=CC=C(C=N1)C=1N=CC2=C(C=CC=C2C1)C=1C=C2C(=C(N1)C(C)C)NC=C2C(=O)NC)=O